C1(CC1)C1=NC=NC(=C1C=1OC=2C(=NC=CC2N1)CC1=CC2=C(C=3N(CCN2)C=C(N3)C(F)(F)F)C=C1)OC 2-(4-cyclopropyl-6-methoxypyrimidin-5-yl)-4-((2-(trifluoromethyl)-6,7-dihydro-5H-benzo[f]imidazo[1,2-d][1,4]diazepin-9-yl)methyl)oxazolo[5,4-c]pyridine